(+/-)-ETHYL 2-HYDROXY-2-METHYLBUTYRATE CCC(C)(C(=O)OCC)O